4-((5-amino-2-(1-(cyclohexylamino)-1-oxopropan-2-yl)phenyl)ethynyl)-N-(2-(piperidin-1-yl)ethyl)benzamide NC=1C=CC(=C(C1)C#CC1=CC=C(C(=O)NCCN2CCCCC2)C=C1)C(C(=O)NC1CCCCC1)C